O=C(C(=O)OC)N1[C@H](CC[C@@H](C1)C)C=1C=CC2=C(N=C(S2)C2CN(C2)C)C1 methyl 2-oxo-2-[(2R,5S)-5-methyl-2-[2-(1-methylazetidin-3-yl)-1,3-benzothiazol-5-yl]-1-piperidyl]acetate